1-(2-((2R,4aS,4bR,6aS,7S,7aS,8aR,8bR,8cR,10aR)-2-hydroxy-2,6a-dimethyloctadecahydrocyclopenta[4,5]cyclopenta[1,2-a]phenanthren-7-yl)-2-carbonylethyl)-1H-pyrazole-4-carbonitrile O[C@@]1(CC[C@@H]2[C@H]3CC[C@]4(C(C3CCC2C1)[C@H]1[C@@H]([C@@H]4C(CN4N=CC(=C4)C#N)=C=O)CCC1)C)C